ClC1=CC=C(C(=N1)OCCOC1=CC(=NC=C1)C#CC1=C2C=C(N=CC2=C(N=C1)NC)NC(=O)C1CC1)C N-(5-((4-(2-((6-chloro-3-methylpyridin-2-yl)oxy)ethoxy)pyridin-2-yl)ethynyl)-8-(methylamino)-2,7-naphthyridin-3-yl)cyclopropanecarboxamide